3-(4-((8-(4-(3-(4-chloro-3-ethyl-1H-pyrrolo[2,3-b]pyridin-5-yl)phenyl)-3-oxopiperazin-1-yl)-8-oxooctyl)(methyl)amino)-1-oxoisoindolin-2-yl)piperidine-2,6-dione ClC1=C2C(=NC=C1C=1C=C(C=CC1)N1C(CN(CC1)C(CCCCCCCN(C1=C3CN(C(C3=CC=C1)=O)C1C(NC(CC1)=O)=O)C)=O)=O)NC=C2CC